C(C)OC([C@@H](CC#CC)NC([C@@H](CC1=CC=CC=C1)NC(=O)OC(C)(C)C)=O)=O (2R)-2-[[(2R)-2-(tert-butoxycarbonylamino)-3-phenyl-propionyl]amino]hex-4-ynoic acid ethyl ester